FC(C(=O)O)(F)F.NC1CCC(CC1)CN1C(\C(\C2=CC(=C(C=C12)C(=O)NCC#CC1=CC=NC=C1)F)=C/C=1NC(=CC1C)C)=O (Z)-1-(((1r,4r)-4-aminocyclohexyl)methyl)-3-((3,5-dimethyl-1H-pyrrol-2-yl)methylene)-5-fluoro-2-oxo-N-(3-(pyridin-4-yl)prop-2-yn-1-yl)indole-6-carboxamide trifluoroacetate salt